2,4,6-trimethylbenzoyl-phenyl-phosphine oxide sodium salt [Na].CC1=C(C(=O)P(C2=CC=CC=C2)=O)C(=CC(=C1)C)C